2-[(1H-indol-3-yl)methyl]aniline N1C=C(C2=CC=CC=C12)CC1=C(N)C=CC=C1